N-isopropoxy-but-2-enamide maleate C(\C=C/C(=O)O)(=O)O.C(C)(C)ONC(C=CC)=O